O=C1NCCCC1C(=O)N 2-oxo-3-piperidinecarboxamide